C(C)C1=NOC(=N1)C(=O)O 3-ethyl-1,2,4-oxadiazole-5-carboxylic acid